C1(=CC=CC=C1)NC1=NC=CC(=N1)C(=O)C1CC2(CCN1C(=O)[O-])CCNCC2 2-(2-(phenylamino)pyrimidine-4-carbonyl)-3,9-diazaspiro[5.5]undecane-3-carboxylate